C(C1=CC=CC=C1)OC1=CC=C(C=C1)C=1C=2C(N=C(C1C1=CC=NC=C1)C1=CC=C(C=C1)F)=NN(C2)CCC [4-(4-benzyloxyphenyl)-6-(4-fluorophenyl)-5-(4-pyridyl)pyrazolo[3,4-b]pyridin-2-yl]propan